C(C)(C)(C)OC(=O)N[C@H](C(=O)O)CCCCOCCC1=NC=2NCCCC2C=C1 (S)-2-((tert-Butoxycarbonyl)amino)-6-(2-(5,6,7,8-tetrahydro-1,8-naphthyridin-2-yl)ethoxy)hexanoic acid